N-(2-(4,4-difluoropiperidin-1-yl)-6-methylpyridin-4-yl)-4-(((1-hydroxycyclopropyl)methyl)sulphonamido)-2-(6-azaspiro[2.5]oct-6-yl)benzamide FC1(CCN(CC1)C1=NC(=CC(=C1)NC(C1=C(C=C(C=C1)NS(=O)(=O)CC1(CC1)O)N1CCC2(CC2)CC1)=O)C)F